ethyl (E)-2-cyano-3-methoxyacrylate C(#N)/C(/C(=O)OCC)=C\OC